C(C=C)(=O)N1C[C@H](CC1)N1N=C(C(=C1NC)C(=O)N)C#CC1=CC2=C(N(C=N2)C)C=C1Cl (S)-1-(1-acryloylpyrrolidin-3-yl)-3-((6-chloro-1-methyl-1H-benzo[d]imidazol-5-yl)ethynyl)-5-(methylamino)-1H-pyrazole-4-carboxamide